2,3,3a,4,7,7a-hexahydro-1H-4,7-methanoinden-1-yl acetate C(C)(=O)OC1CCC2C3C=CC(C12)C3